C(C1=CC=CC=C1)OC(N1N=CC(=C1)C1=NC2=C(C(=CC=C2N=C1)OC1=CC2=C(N=C(N2)C)C=C1)Cl)C1CC1 2-[1-[benzyloxy(cyclopropyl)methyl]pyrazol-4-yl]-8-chloro-7-[(2-methyl-3H-benzimidazol-5-yl)oxy]quinoxaline